CN(C=1SC2=C(N1)SC(=N2)C2=NC=C(C=C2O)C=2C=NNC2)C2CCN(CC2)CCC 2-{5-[Methyl(1-propylpiperidin-4-yl)amino][1,3]thiazolo[5,4-d][1,3]thiazol-2-yl}-5-(1H-pyrazol-4-yl)pyridin-3-ol